(8-(2,6-dichloropyrimidin-4-yl)-3-oxa-8-azabicyclo[3.2.1]oct-1-yl)methanol ClC1=NC(=CC(=N1)N1C2(COCC1CC2)CO)Cl